C(C)OC(=O)C1=NN(C2=C1CN(CC2)C(=O)OC(C)(C)C)CC2=C(C=CC=C2)C(F)F 1-[[2-(difluoromethyl)phenyl]methyl]-1H,4H,5H,6H,7H-pyrazolo[4,3-c]pyridine-3,5-dicarboxylic acid 5-tert-butyl 3-ethyl ester